7-(((1R,5S,6S)-3-azabicyclo[3.1.0]hex-6-yl)methyl)-2-(((S)-pent-2-yl)oxy)imidazo[2,1-f][1,2,4]triazin-4-amine [C@@H]12CNC[C@H]2C1CC1=CN=C2C(=NC(=NN21)O[C@@H](C)CCC)N